C(CCC)C1=NC2(C(N1CC1=C3C=CN=CC3=CC(=C1)C1=C(C=CC=C1)S(=O)(=O)NC1=NOC(=C1C)C)=O)CCCC2 2-(5-((2-butyl-4-oxo-1,3-diazaspiro[4.4]non-1-en-3-yl)methyl)isoquinolin-7-yl)-N-(4,5-dimethylisoxazol-3-yl)benzenesulfonamide